ClC1=C(C=C(C=C1)C(=O)OC)B(O)O [2-chloro-5-(methoxycarbonyl)phenyl]boronic acid